FC(C(=O)O)(F)F.NCC1=NN(C=2N=CC=C(C21)C(=O)N)C2=CC=C(C=C2)OC(F)(F)F 3-(aminomethyl)-1-(4-(trifluoromethoxy)phenyl)-1H-pyrazolo[3,4-b]pyridine-4-carboxamide 2,2,2-trifluoroacetate